2-chloro-N-[4-[[(4-methylphenyl)sulfonyl]amino]-3-(2H-1,2,3-triazol-2-yl)phenyl]acetamide ClCC(=O)NC1=CC(=C(C=C1)NS(=O)(=O)C1=CC=C(C=C1)C)N1N=CC=N1